N1(CCC1)C(=O)N1CCNCC1 Azetidin-1-yl-(piperazin-1-yl)methanone